7-BROMO-5-METHOXYCINNOLINE BrC1=CC(=C2C=CN=NC2=C1)OC